(S or R)-N-(1-(1-(5-(azetidin-1-yl)-3-methylpyrazin-2-yl)ethyl)-1H-pyrazol-4-yl)-6-(3-chloro-6-(difluoromethyl)-2-fluorophenyl)pyrazine-2-carboxamide N1(CCC1)C=1N=C(C(=NC1)[C@H](C)N1N=CC(=C1)NC(=O)C1=NC(=CN=C1)C1=C(C(=CC=C1C(F)F)Cl)F)C |o1:10|